C1(CC1)CNC(C=1C=C(C=CC1)NC(=O)C1=CC(=NN1C=1C=C(CNC(OC(C)(C)C)=O)C=CC1)C(F)(F)F)C=1C=C(C=CC1)C tert-Butyl 3-(5-(3-((cyclopropylmethylamino)(m-tolyl)methyl)phenylcarbamoyl)-3-(trifluoromethyl)-1H-pyrazol-1-yl)benzylcarbamate